ClC1=CN=C2N1N=C(C=C2)C=2C1=C(N=C(N2)NCC2CCC(CC2)(F)F)NC=C1 (3-chloroimidazo[1,2-b]pyridazin-6-yl)-N-((4,4-difluorocyclohexyl)methyl)-7H-pyrrolo[2,3-d]pyrimidin-2-amine